S1CCCC2=CC=CC=C12 thiochroman